2,6-diiodobenzo[1,2-d:4,5-d']bisthiazole-1,2-d IC1(S(C2=C(N1)C=C1C(N=C(S1)I)=C2)[2H])[2H]